(1S,6S,11R,16R)-4-[[4-(trifluoromethoxy)phenyl]methyl]-17-oxa-4,10-diazatetracyclo[8.7.0.01,6.011,16]heptadecan-9-one FC(OC1=CC=C(C=C1)CN1CC[C@@]23[C@H](C1)CCC(N3[C@@H]3CCCC[C@H]3O2)=O)(F)F